2-chloro-5-methyl-N1-(p-tolyl)benzene-1,3-diamine ClC1=C(C=C(C=C1N)C)NC1=CC=C(C=C1)C